2-(2,6-Difluorophenyl)-2-methylpentan-3-one FC1=C(C(=CC=C1)F)C(C)(C(CC)=O)C